C(#N)C1=C(C=C(C=C1)N1[C@H](O[C@@H](C1)COC1=CC=C(C(=O)N)C=C1)C(F)(F)F)C(F)(F)F 4-(((2R,5S)-3-(4-cyano-3-(trifluoromethyl)phenyl)-2-(trifluoromethyl)oxazolidin-5-yl)methoxy)benzamide